1-((5-bromo-1,3,4-thiadiazol-2-yl)methyl)-4-cyclobutyl-1,4-dihydropyrazine-2,3-dione BrC1=NN=C(S1)CN1C(C(N(C=C1)C1CCC1)=O)=O